2-(2-chloro-6-fluoro-4-nitrophenyl)malonate ClC1=C(C(=CC(=C1)[N+](=O)[O-])F)C(C(=O)[O-])C(=O)[O-]